(3-{[4-(ethoxy-2-hydroxypropoxy)phenyl]amino}-3-oxopropyl)(dimethyl)sulfonium 4-methylbenzenesulfonate CC1=CC=C(C=C1)S(=O)(=O)[O-].C(C)OCC(COC1=CC=C(C=C1)NC(CC[S+](C)C)=O)O